C1(C=2C3=C(C(OC2CCC1)=O)C=CC=C3)=O 3,4-dihydro-2H-benzo[c]chromene-1,6-dione